2-Oxo-4-hydroxy-butyric acid sodium salt [Na+].O=C(C(=O)[O-])CCO